OC[C@H]1N(C[C@@H]([C@H]([C@@H]1O)O)O)CCCC=1SC=CC1 (2R,3R,4R,5S)-2-(hydroxymethyl)-1-(3-(thiophen-2-yl)propyl)piperidine-3,4,5-triol